3-(5-((4-(azepan-1-ylmethyl)benzyl)thio)-2-methyl-4-oxoquinazolin-3(4H)-yl)piperidine-2,6-dione N1(CCCCCC1)CC1=CC=C(CSC2=C3C(N(C(=NC3=CC=C2)C)C2C(NC(CC2)=O)=O)=O)C=C1